CNCCCCCNC1=C2CN(C(C2=CC=C1)=O)C1C(NC(CC1)=O)=O 3-(4-((5-(methylamino)pentyl)amino)-1-oxoisoindolin-2-yl)piperidine-2,6-dione